C[C@@H]1CCCC(=O)OC1 (R)-5-methyl-ε-caprolactone